(S)-N-(3-(1-((2-ethyl-2H-pyrazolo[3,4-b]pyrazin-6-yl)amino)ethyl)phenyl)-3-methyl-4-(trifluoromethoxy)benzamide C(C)N1N=C2N=C(C=NC2=C1)N[C@@H](C)C=1C=C(C=CC1)NC(C1=CC(=C(C=C1)OC(F)(F)F)C)=O